crotonyl 3-(4-(tert-butyl) phenyl)-1-ethoxyisoquinoline-6-carboxylate C(C)(C)(C)C1=CC=C(C=C1)C=1N=C(C2=CC=C(C=C2C1)C(=O)OC(\C=C\C)=O)OCC